(Z)-4-tridecenal C(CC\C=C/CCCCCCCC)=O